1-([1,1'-biphenyl]-4-yl)-3-(1H-benzo[d]imidazol-2-yl)urea C1(=CC=C(C=C1)NC(=O)NC1=NC2=C(N1)C=CC=C2)C2=CC=CC=C2